(S)-N-(2,2-difluoro-1-(5-fluoro-1-neopentyl-6-(4-(trifluoromethyl)pyrimidin-5-yl)-1H-indol-3-yl)ethyl)cyclopropanesulfonamide FC([C@H](C1=CN(C2=CC(=C(C=C12)F)C=1C(=NC=NC1)C(F)(F)F)CC(C)(C)C)NS(=O)(=O)C1CC1)F